C(=CC)N1C[C@@H](CCC1)N1N=C(C=2C1=NC=NC2N)C2=CC=C(C1=C2OCO1)NC(=O)C1=CC2=C(O1)C=CC(=C2)F (R)-N-(7-(1-(1-propenylpiperidin-3-yl)-4-amino-1H-pyrazolo[3,4-d]pyrimidin-3-yl)benzo[d][1,3]dioxol-4-yl)-5-fluorobenzo[b]furan-2-carboxamide